CN(C1=CC=C(C=C1)C1(N(C2=CC(=CC=C2C1=O)OC)C1=CC=C(C=C1)OC)O)C 2-[4-(Dimethylamino)phenyl]-2-hydroxy-6-methoxy-1-(4-methoxyphenyl)-2,3-dihydro-1H-indol-3-one